(4-((bis(tert-butoxycarbonyl)amino)methyl)-8-ethynyl-1-oxo-1,2-dihydrophthalazin-6-yl)boronic acid C(C)(C)(C)OC(=O)N(C(=O)OC(C)(C)C)CC1=NNC(C2=C(C=C(C=C12)B(O)O)C#C)=O